COCCOC1CCC(CC1)NC(=O)C1=CC(=NC2=CC=CC=C12)C1=CN=CS1 N-[(1r,4r)-4-(2-methoxyethoxy)cyclohexyl]-2-(1,3-thiazol-5-yl)quinoline-4-carboxamide